6-fluoro-5-(4-fluoro-3-methyl-phenoxy)-4-methylsulfonyl-1-(p-tolylsulfonyl)indole FC1=C(C(=C2C=CN(C2=C1)S(=O)(=O)C1=CC=C(C=C1)C)S(=O)(=O)C)OC1=CC(=C(C=C1)F)C